BrC=1C=C2C(=NNC2=C(C1)F)C 5-bromo-7-fluoro-3-methyl-1H-Indazole